ClC1=CC2=C(C=C1)SCC1=C2N=C(S1)N 8-chloro-4H-thiochromeno[4,3-d]thiazol-2-amine